6-((1R,3R,5S)-3-((5-cyclopropyl-3-(2,6-difluorophenyl)isoxazol-4-yl)methoxy)-8-azabicyclo[3.2.1]octan-8-yl)nicotinonitrile C1(CC1)C1=C(C(=NO1)C1=C(C=CC=C1F)F)COC1C[C@H]2CC[C@@H](C1)N2C2=NC=C(C#N)C=C2